tert-butyl (4-bromophenyl)(methyl)carbamate BrC1=CC=C(C=C1)N(C(OC(C)(C)C)=O)C